2-((6aS)-8-(1-(piperidin-4-yl)ethyl)-6,6a,7,8,9,10-hexahydro-5H-pyrazino[1',2':4,5]pyrazino[2,3-c]pyridazin-2-yl)phenol N1CCC(CC1)C(C)N1C[C@H]2N(C=3C(=NN=C(C3)C3=C(C=CC=C3)O)NC2)CC1